CC1=C(OC=2C(N(C=CC2C=2C3=C(C(N(C2)C)=O)NC(=C3)C(=O)NCC)C)=O)C(=CC=C1)C 4-(3-(2,6-dimethylphenoxy)-1-methyl-2-oxo-1,2-dihydropyridin-4-yl)-N-ethyl-6-methyl-7-oxo-6,7-dihydro-1H-pyrrolo[2,3-c]pyridine-2-carboxamide